C(#N)C1=C(OC2=CC=C3N=CC(=NC3=C2)OC2CCN(CC2)C2CCC(CC2)C2=C(C=C(C=C2)NC2C(NC(CC2)=O)=O)F)C(=CC=C1NS(N(C)CC)(=O)=O)F 7-[2-cyano-3-[[ethyl(methyl)sulfamoyl]amino]-6-fluoro-phenoxy]-2-[[1-[4-[4-[(2,6-dioxo-3-piperidyl)amino]-2-fluoro-phenyl]cyclohexyl]-4-piperidyl]oxy]quinoxaline